methyl 4-(5-amino-6-methylpyridin-2-yl)-1-methyl-1H-pyrazole-5-carboxylate NC=1C=CC(=NC1C)C=1C=NN(C1C(=O)OC)C